5-(4,4,5,5-tetramethyl-1,3,2-dioxa-borolan-2-yl)-1,3-dihydro-2H-pyrrolo[2,3-b]pyridin-2-one CC1(OB(OC1(C)C)C=1C=C2C(=NC1)NC(C2)=O)C